(2-(4-(2-(3,4-Dimethoxyphenyl)-3-methyl-1H-indol-5-yl)piperidin-1-yl)ethyl)carbamic acid tert-butyl ester C(C)(C)(C)OC(NCCN1CCC(CC1)C=1C=C2C(=C(NC2=CC1)C1=CC(=C(C=C1)OC)OC)C)=O